(E)-3-(1,3-benzodioxol-5-yl)-N-(2-methyl-sulfanylethyl)-N-(1H-pyrazol-3-yl)prop-2-enamide O1COC2=C1C=CC(=C2)/C=C/C(=O)N(C2=NNC=C2)CC(C)S